1-[4-(azetidin-3-yl)phenyl]-3,5-dimethyl-1,2,4-triazole N1CC(C1)C1=CC=C(C=C1)N1N=C(N=C1C)C